5-(2-ethoxy-3-pyridyl)-1-isopropyl-N-[(2-methoxy-3-pyridyl)methyl]-3-methyl-pyrazolo[4,3-b]pyridin-7-amine C(C)OC1=NC=CC=C1C1=CC(=C2C(=N1)C(=NN2C(C)C)C)NCC=2C(=NC=CC2)OC